3-(1-methyl-1H-imidazol-5-yl)-N-((1s,4s)-4-methyl-4-((2,2,2-trifluoroethyl)amino)cyclohexyl)-1,2,4-thiadiazole-5-carboxamide CN1C=NC=C1C1=NSC(=N1)C(=O)NC1CCC(CC1)(NCC(F)(F)F)C